tert-butyl (2-((3-chloro-2-fluorobenzyl)(cyclobutyl)amino)ethyl)carbamate ClC=1C(=C(CN(CCNC(OC(C)(C)C)=O)C2CCC2)C=CC1)F